4-phenyl-4-aza-tricyclo[5.2.1.02,6]-8-decene C1(=CC=CC=C1)N1CC2C3C=CC(C2C1)C3